6-{6-hydroxy-[1,3]oxazolo[5,4-b]pyridin-2-yl}-2-methyl-2,3-dihydropyridazin-3-one OC=1C=C2C(=NC1)OC(=N2)C=2C=CC(N(N2)C)=O